CN1C=C(C2=C(C=CC=C12)C)S(=O)(=O)C=1C(=NC(=NC1)N1C=NC(=C1)C)C 1,4-Dimethyl-3-[4-methyl-2-(4-methylimidazol-1-yl)pyrimidin-5-yl]sulfonyl-indole